9-[(2R,3R,4S,5R)-3,4-dihydroxy-5-(hydroxymethyl)-tetrahydro-furan-2-yl]-3H-purine-2,6-dione O[C@H]1[C@@H](O[C@@H]([C@H]1O)CO)N1C=2NC(NC(C2N=C1)=O)=O